C(C)(C)(C)OC(=O)N1CC2(C(CC1)OC(N2)=O)C2=NC(=CC=C2)Cl 3a-(6-chloropyridin-2-yl)-2-oxohexahydrooxazolo[4,5-c]pyridine-5(4H)-carboxylic acid tert-butyl ester